2-(t-butyl-(2-((di-t-butylphosphino)methyl)benzyl)phosphino)pyridine C(C)(C)(C)P(C1=NC=CC=C1)CC1=C(C=CC=C1)CP(C(C)(C)C)C(C)(C)C